2-(2-(2-oxopyrrolidin-1-yl)ethyl)-6-(pyridin-2-yl)pyridazin-3(2H)-one O=C1N(CCC1)CCN1N=C(C=CC1=O)C1=NC=CC=C1